C[Si](N1N=CN=C1)(C)C 1-trimethylsilyl-1,2,4-triazole